N1(CCCCC1)C=1C=C2CNC(C2=CC1)=O 5-(piperidin-1-yl)isoindolin-1-one